SC(CCC(C(=O)OC1=CC=C(C[C@H](NC(CCCC=CCC=CCC=CCC=CCCCCC)=O)C(=O)O)C=C1)CCCC)CCC N-(5,8,11,14-eicosatetraenoyl)tyrosine 3-Mercaptohexyl-Hexanoate